[Cl-].C(CCCCCCCCC)N1C=NC=C1 1-decyl-imidazole chloride salt